6-(4-(hydroxymethyl)-2H-1,2,3-triazol-2-yl)-2-methoxy-4-methylpyridine-3-carbonitrile OCC1=NN(N=C1)C1=CC(=C(C(=N1)OC)C#N)C